C(#N)C(C)(C)C=1C=CC=2N(C1)C(=C(N2)NCC2=NC=C(C=C2C(=O)OCC)C(F)(F)F)S(=O)(=O)CC ethyl 2-[[[6-(1-cyano-1-methyl-ethyl)-3-ethylsulfonyl-imidazo[1,2-a]pyridin-2-yl]amino]methyl]-5-(trifluoromethyl)pyridine-3-carboxylate